BrC1=CC(=C(O[C@H](C(=O)O)C)C=C1)F (2S)-2-(4-bromo-2-fluorophenoxy)propanoic acid